1-(2,3-dihydroxypropyl)-pyrrolidine OC(CN1CCCC1)CO